C(#N)C=1C(=CC(=NC1)NC(=O)N1C2CC(C3=CC(=C(N=C13)C=O)CN1C(COCC1)=O)(C2)F)NCCOC N-(5-cyano-4-((2-methoxyethyl)amino)pyridin-2-yl)-4-fluoro-7-formyl-6-((3-oxomorpholinyl)methyl)-3,4-dihydro-2,4-methylene-1,8-naphthyridine-1(2H)-carboxamide